3-((difluoromethyl)sulfonyl)-N-((2-(6-((2,2,6,6-tetramethyltetrahydro-2H-pyran-4-yl)oxy)pyridazin-3-yl)-1,6-naphthyridin-7-yl)methyl)benzamide FC(S(=O)(=O)C=1C=C(C(=O)NCC2=NC=C3C=CC(=NC3=C2)C=2N=NC(=CC2)OC2CC(OC(C2)(C)C)(C)C)C=CC1)F